Trans-3-amino-N-((6-((3-(dimethylamino)cyclobutyl)amino)pyridin-2-yl)methyl)-6-(3-methylimidazo[1,2-a]pyridin-6-yl)-5-(oxazol-2-yl)pyrazine-2-carboxamide NC=1C(=NC(=C(N1)C=1OC=CN1)C=1C=CC=2N(C1)C(=CN2)C)C(=O)NCC2=NC(=CC=C2)N[C@@H]2C[C@H](C2)N(C)C